BrC=1C(=CC=C2C(=CNC12)S(=O)(=O)NC=1C=NN(C1Cl)C(F)F)Cl 7-bromo-6-chloro-N-(5-chloro-1-(difluoromethyl)-1H-pyrazol-4-yl)-1H-indole-3-sulfonamide